S-[4-[(dimethylamino)methyl]-2,6-dimethoxy-phenyl] N,N-dimethylcarbamothioate CN(C(SC1=C(C=C(C=C1OC)CN(C)C)OC)=O)C